2-((6-(2-(4-chloro-2-fluorophenyl)-2-methylbenzo[d][1,3]dioxol-4-yl)-1-methyl-2-oxo-1,2-dihydropyridin-3-yl)methyl)-1-(2-methoxyethyl)-1H-benzo[d]imidazole-6-carboxylic acid ClC1=CC(=C(C=C1)C1(OC2=C(O1)C=CC=C2C2=CC=C(C(N2C)=O)CC2=NC1=C(N2CCOC)C=C(C=C1)C(=O)O)C)F